NC1=C(C(=NC=C1C(=O)N1CC2(CN(C2)C(=O)OC(C)(C)C)C1)Cl)F tert-butyl 6-(4-amino-6-chloro-5-fluoronicotinoyl)-2,6-diazaspiro[3.3]heptane-2-carboxylate